C=1(C(=CC=C2C=CC=CC12)O)C1=CC=CC2=CC=CC=C12 racemic-beta-binaphthol